6-(6-Isopropoxy-3-pyridyl)-2-[(3S)-3-phenyl-1-piperidyl]-N-(1H-pyrazol-5-ylsulfonyl)pyridin-3-carboxamid C(C)(C)OC1=CC=C(C=N1)C1=CC=C(C(=N1)N1C[C@@H](CCC1)C1=CC=CC=C1)C(=O)NS(=O)(=O)C1=CC=NN1